C(C1=CC=CC=C1)OC1=CC=C2CC(NC2=C1)=O 6-(benzyloxy)indolin-2-one